2,5,7,10-tetraoxadecane COCCOCOCCO